N1C(=NC2=C1C=CC=C2)NC(CNC(CC)=O)C2=CC(=CC=C2)C(F)(F)F N-{2-[(1H-1,3-benzodiazol-2-yl)amino]-2-[3-(trifluoromethyl)phenyl]ethyl}propanamide